O=C1C=CC(=NN1C1=CC=NC=C1)C(=O)O 6-oxo-1-(4-pyridinyl)pyridazine-3-carboxylic acid